The molecule is a labdane diterpenoid that is labdane which has been hydroxylated at position 5 of the decalin ring and in which the 3-methylpentyl substituent (also at position 5 of the decalin ring) has been dehydrogenated to introduce a trans double bond at the 3-4 position and hydroxylated at position 5. It has a role as a plant metabolite. It is a labdane diterpenoid, a tertiary alcohol, a carbobicyclic compound and a primary allylic alcohol. It derives from a hydride of a labdane. C[C@@H]1CC[C@@H]2[C@@]([C@]1(CC/C(=C/CO)/C)O)(CCCC2(C)C)C